3,3-divinylhexaphenyltrisiloxane C(=C)[Si](O[Si](C1=CC=CC=C1)(C1=CC=CC=C1)C1=CC=CC=C1)(O[Si](C1=CC=CC=C1)(C1=CC=CC=C1)C1=CC=CC=C1)C=C